(4-(dimethoxymethyl)-2,6-dimethylphenyl)methylamine COC(C1=CC(=C(C(=C1)C)CN)C)OC